6,7-DIHYDROPYRAZOLO[1,5-A]PYRAZINON N1C(C=C2N1CCN=C2)=O